N,N-dimethyl-2-[(6-vinyl-3-pyridinyl)oxy]ethanamine CN(CCOC=1C=NC(=CC1)C=C)C